CS(=O)(=O)CC=1C(=NC=C(C1)C1=NOC(=N1)C(F)(F)F)C=O ((methylsulfonyl)methyl)-5-(5-(trifluoromethyl)-1,2,4-oxadiazol-3-yl)pyridinecarbaldehyde